2-(hydroxymethyl)glutaric acid OCC(C(=O)O)CCC(=O)O